7-((R)-2,2-difluoro-1-methoxyethyl)-2-methylthiazolo[5,4-b]pyridin-6-amine FC([C@H](OC)C1=C2C(=NC=C1N)SC(=N2)C)F